ClC1=C(C=CC=C1C1=C(C(=NC=C1)C1=CC(=CC(=C1)CNC[C@H]1NC(CC1)=O)OC)Cl)C1=CC=C(C(=N1)OC)CNC[C@@H]1CCC(N1)=O (S)-5-((((6-(2-chloro-3-(3-chloro-2-(3-methoxy-5-(((((S)-5-oxopyrrolidin-2-yl)methyl)amino)methyl)phenyl)pyridin-4-yl)phenyl)-2-methoxypyridin-3-yl)methyl)amino)methyl)pyrrolidin-2-one